OC1=C(C=C(C=C1)/C=C/C(=O)O)C trans-3-(4-hydroxy-3-methylphenyl)acrylic acid